Ethyldimethyldodecylammonium C(C)[N+](CCCCCCCCCCCC)(C)C